citric acid trisodium citrate C(CC(O)(C(=O)[O-])CC(=O)[O-])(=O)[O-].[Na+].[Na+].[Na+].C(CC(O)(C(=O)O)CC(=O)O)(=O)O